[Mo].[Hf].[Zr] zirconium-hafnium-molybdenum